C(OC[C@]1(O[C@H](C[C@@H]1O)N1C2=NC(=NC(=C2N=C1)N)F)C#C)(OC1COC(CCCCCCCCCCCC(OC1)=O)=O)=O ((2R,3S,5R)-5-(6-amino-2-fluoro-9H-purin-9-yl)-2-ethynyl-3-hydroxytetrahydrofuran-2-yl)methyl (6,18-dioxo-1,5-dioxacyclooctadecan-3-yl) carbonate